C[C@@H]1CN(C(=CC1)C1COCCC1)C(=O)OC(C)(C)C tert-butyl (3S)-3-methyl-6-tetrahydropyran-3-yl-3,4-dihydro-2H-pyridine-1-carboxylate